2-((7-Bromo-4-(1H-Imidazol-1-Yl)-2-Phenylquinolin-8-Yl)Oxy)Acetic Acid BrC1=CC=C2C(=CC(=NC2=C1OCC(=O)O)C1=CC=CC=C1)N1C=NC=C1